Sodium (4-acetamidophenoxy)methyl phosphate P(=O)(OCOC1=CC=C(C=C1)NC(C)=O)([O-])[O-].[Na+].[Na+]